CN(C1CCN(CC1)C1=NC=2[C@H](CN(CC2C=C1)C1=C2C(=NC(=C1)C)N(N=C2)C)C)C N,N-dimethyl-1-[(8S)-6-(1,6-dimethylpyrazolo[3,4-b]pyridin-4-yl)-8-methyl-7,8-dihydro-5H-1,6-naphthyridin-2-yl]piperidin-4-amine